2-(aminomethyl)imidazole NCC=1NC=CN1